FC=1C(=CC=NC1C)C(F)(F)F 5-fluoro-6-methyl-4-(trifluoromethyl)pyridine